FC(C(=O)O)(F)F.FC=1C=C(C#N)C=CC1COC1=NC(=CN=C1)NC1CCNCC1 3-fluoro-4-(((6-(piperidin-4-ylamino)pyrazin-2-yl)oxy)methyl)benzonitrile trifluoroacetic acid salt